4'-{[(1,1-dimethylethyl)dimethylsilyl]oxy}-3',5,6,7,8-pentamethoxyl-flavone CC(C)(C)[Si](OC1=C(C=C(C=2OC3=C(C(=C(C(=C3C(C2)=O)OC)OC)OC)OC)C=C1)OC)(C)C